C(C=C)C1=CC(=C(C=C1)[O-])C1=C(C=CC(=C1)CC=C)O 4-(prop-2-enyl)-2-[2-hydroxy-5-(prop-2-enyl)phenyl]phenolate